5-(2,2-dimethylmorpholino)-N-methyl-1-((1S,2S)-2-methyl-1-(5-oxo-4,5-dihydro-1,2,4-oxadiazol-3-yl)cyclopropyl)-N-phenyl-1H-indole-2-carboxamide CC1(OCCN(C1)C=1C=C2C=C(N(C2=CC1)[C@@]1([C@H](C1)C)C1=NOC(N1)=O)C(=O)N(C1=CC=CC=C1)C)C